2-((methylsulfinyl)methyl)-6-(trifluoromethyl)pyridin-4-amine CS(=O)CC1=NC(=CC(=C1)N)C(F)(F)F